C(=C)C1=CC2=C(C=N1)N=CN2 6-vinyl-1H-imidazo[4,5-c]pyridine